FS(=O)(=O)F mono-fluoro sulfone